ClC=1C=C(C2=C(N(C(C(O2)CC)=O)C)C1)C(=O)NC1CN2CCC1CC2 6-chloro-2-ethyl-3,4-dihydro-4-methyl-3-oxo-N-(3-quinuclidinyl)-2H-1,4-benzoxazine-8-carboxamide